NC[C@@H](CC(=O)OC)C methyl (3R)-4-amino-3-methylbutanoate